N(=[N+]=[N-])COCCOCCOCCNC(=O)C1C(CCC1)C1=C(C=CC=C1)Cl N-(2-(2-(2-(azidomethoxy)ethoxy)ethoxy)ethyl)-2-(2-chlorophenyl)cyclopentane-1-carboxamide